2-(6-((2S,3R)-3-(3,5-dimethoxy-4-methylphenyl)-3-hydroxy-2-phenethoxypropyl)-2-methoxypyridin-3-yl)acetic acid COC=1C=C(C=C(C1C)OC)[C@H]([C@H](CC1=CC=C(C(=N1)OC)CC(=O)O)OCCC1=CC=CC=C1)O